pentadecafluoro-1-heptanesulfonic acid FC(C(C(C(C(C(C(S(=O)(=O)O)(F)F)(F)F)(F)F)(F)F)(F)F)(F)F)(F)F